C(C1=CC=CC=C1)OC[C@@H](NC(CC1CC(C1)(F)F)=O)C1=CC=2N(N=C1)C=C(N2)[C@@H](NC(=O)C2=CC=NN2C(C)C)C2CCC(CC2)(F)F |o1:9| N-((S)-(7-((S*)-2-(benzyloxy)-1-(2-(3,3-difluorocyclobutyl)acetamido)ethyl)imidazo[1,2-b]pyridazin-2-yl)(4,4-difluorocyclohexyl)methyl)-1-isopropyl-1H-pyrazole-5-carboxamide